C[Si](C1=C(C=CC(=C1)OC)O)(C)C 2-trimethylsilyl-4-methoxyphenol